C(OCCCCCCCCBr)(OCC(CCCCCCCC)CCCCCC)=O 8-bromooctyl (2-hexyldecyl) carbonate